3-[(3-fluoro-2-methoxyphenyl)amino]-2-{3-[(4-methylazetidin-2-yl)methoxy]pyridin-4-yl}-1H,5H,6H,7H-pyrrolo[3,2-c]pyridin-4-one FC=1C(=C(C=CC1)NC1=C(NC2=C1C(NCC2)=O)C2=C(C=NC=C2)OCC2NC(C2)C)OC